O1-ethyl O2-methyl 4-amino-3-methyl-benzene-1,2-dicarboxylate NC=1C(=C(C(=CC1)C(=O)OCC)C(=O)OC)C